FC1=CC2=C(N(C=N2)C[C@@H]2C[C@H](C2)C(=O)O)C=C1 trans-3-[(5-fluorobenzimidazol-1-yl)methyl]cyclobutanecarboxylic acid